[Cl-].[Cl-].C1(CCC2CC=CC=C12)[Hf+2]C1(C=CC=C1)C[Si](C)(C)C (Tetrahydroindenyl)(trimethylsilylmethyl-cyclopentadienyl)hafnium dichloride